2-(3-{[(2S)-1,4-dioxan-2-yl]methoxy}pyridin-4-yl)-3-(2-ethyl-3-fluoroanilino)-1,5,6,7-tetrahydro-4H-pyrrolo[3,2-c]pyridin-4-one O1[C@@H](COCC1)COC=1C=NC=CC1C1=C(C=2C(NCCC2N1)=O)NC1=C(C(=CC=C1)F)CC